NC1=C(N=C(S1)C1=C(C=CC=C1F)F)C(=O)NC=1C=NC2=CC=CC=C2C1N1CC(CCC1)N 5-amino-N-{4-[3-aminopiperidin-1-yl]quinolin-3-yl}-2-(2,6-difluorophenyl)-1,3-thiazole-4-carboxamide